O=C1NC(=NO1)C1=C(C=CC=C1)C1=CC=C(C=C1)CN1C(=NC2=C1C(=CC=C2)C(=O)O)OCC [2'-(4,5-dihydro-5-oxo-1,2,4-oxadiazol-3-yl)[1,1'-biphenyl]-4-yl]methyl-2-ethoxy-1H-benzimidazole-7-carboxylic acid